ClC=1C=C(C=CC1OC(F)(F)F)[C@@H](NC(=O)[C@@H]1CNC(O1)=O)C=1N=C(OC1)C(F)(F)F (S)-N-((R)-(3-chloro-4-(trifluoro-methoxy)phenyl)(2-(trifluoromethyl)oxazol-4-yl)methyl)-2-oxooxazolidine-5-carboxamide